(1R,2R,3S)-N-(4-{[7-{[2-(Diethylamino)ethyl]oxy}-6-(methyloxy)chinolin-4-yl]oxy}-3-fluorophenyl)-N'-(4-fluorophenyl)-2,3-dimethylcyclopropan-1,1-dicarboxamid C(C)N(CCOC1=C(C=C2C(=CC=NC2=C1)OC1=C(C=C(C=C1)NC(=O)C1([C@@H]([C@@H]1C)C)C(=O)NC1=CC=C(C=C1)F)F)OC)CC